C(C)OC1=C(C=C(C=C1)C=1C(=NC=NC1)C1=CC(=C(C(=C1)OC)OC)OC)C(F)(F)F 5-(4-ethoxy-3-(trifluoromethyl)phenyl)-4-(3,4,5-trimethoxyphenyl)pyrimidine